(S)-N-(5-(5-amino-1H-pyrazol-1-yl)-1,3,4-thiadiazol-2-yl)-4-(2,6-dimethoxyphenyl)-3-(2-hydroxypropoxy)-2-oxo-2H-pyran-6-carboxamide NC1=CC=NN1C1=NN=C(S1)NC(=O)C1=CC(=C(C(O1)=O)OC[C@H](C)O)C1=C(C=CC=C1OC)OC